crotonate lithium [Li+].C(\C=C\C)(=O)[O-]